FC(C=1C=C(C=CC1)C(C)=O)(F)F 1-[3-(trifluoromethyl)phenyl]ethan-1-one